1,3-dipropyl-imidazole bromide [Br-].C(CC)N1CN(C=C1)CCC